(2'S)-2,2'-dimethyl-1'-[[1-(2-methylsulfonylethyl)triazol-4-yl]methyl]spiro[6,7-dihydrothieno[3,2-c]pyran-4,4'-piperidine] CC1=CC2=C(CCOC23C[C@@H](N(CC3)CC=3N=NN(C3)CCS(=O)(=O)C)C)S1